[Si]([O-])([O-])([O-])[O-].[Hf+4] hafnium(IV) silicate